CC1=CC=C(C=C1)S(=O)(=O)OC[C@@H](CO[Si](C1=CC=CC=C1)(C1=CC=CC=C1)C(C)(C)C)C (R)-3-((tert-butyldiphenylsilyl) oxy)-2-methylpropyl 4-methylbenzenesulfonate